N1(N=CC=C1)CC1=CC2=C(C(=NO2)NS(=O)(=O)C=2C(=CC=C3C=CCOC23)OC)C(=C1)OC N-(6-((1H-pyrazol-1-yl)methyl)-4-methoxybenzo[d]isoxazol-3-yl)-7-methoxy-2H-chromene-8-sulfonamide